C12(CC(C1)C2)NC(=O)C=2C(N(C1=NC=C(C=C1C2O)C2=CC=C(C=C2)OC(F)F)CCN2CCOCC2)=O N-(bicyclo[1.1.1]pentan-1-yl)-6-(4-(difluoromethoxy)phenyl)-4-hydroxy-1-(2-morpholinoethyl)-2-oxo-1,2-dihydro-1,8-naphthyridine-3-carboxamide